2-Propynylbutylcarbamat C(#CC)C(CNC([O-])=O)CC